(3-(4-hydroxyphenyl)-isoxazolin-5-yl)pyrrolidin-2-one butyl-(((2R,3S,5R)-3-hydroxy-5-(4-(N-methylamino)-2-oxopyrimidin-1(2H)-yl)tetrahydrofuran-2-yl)methyl)hydrogenphosphate C(CCC)C([C@@H]1O[C@H](C[C@@H]1O)N1C(N=C(C=C1)NC)=O)OP(=O)(O)O.OC1=CC=C(C=C1)C1=NOC(C1)N1C(CCC1)=O